4-chloro-2-methyl-pyrimidine ClC1=NC(=NC=C1)C